The molecule is a 3-(3-sn-phosphatidyl)-sn-glycerol 1-phosphate(3-) arising from deprotonation of all three free phosphate OH groups of 1,2-dioleoyl-sn-glycero-3-phospho-(1'-sn-glycerol-3'-phosphate); major species at pH 7.3. It is a conjugate base of a 1,2-dioleoyl-sn-glycero-3-phospho-(1'-sn-glycerol-3'-phosphate). CCCCCCCC/C=C\\CCCCCCCC(=O)OC[C@H](COP(=O)([O-])OC[C@H](COP(=O)([O-])[O-])O)OC(=O)CCCCCCC/C=C\\CCCCCCCC